C1(CCCCC1)S(=O)(=O)O\N=C(\C1=CC=CC=C1)/C#N (Z)-N-(cyclohexylsulfonyloxy)benzimidoyl cyanide